2,4,5,6-tetrahydrocyclopenta[c]pyrazol N=1NC=C2C1CCC2